BrCC1=CC=C(C=C1)C=1N=NN(N1)C 5-(4-(bromomethyl)phenyl)-2-methyl-2H-tetrazole